racemic-tert-butyl 7-([1,2,4]triazolo[1,5-a]pyridin-6-yl)-4-(3,4-dichlorophenyl)-3,4-dihydroisoquinoline-2(1H)-carboxylate N=1C=NN2C1C=CC(=C2)C2=CC=C1[C@H](CN(CC1=C2)C(=O)OC(C)(C)C)C2=CC(=C(C=C2)Cl)Cl |r|